3-Fluoro-4-[5-methoxy-4-(4-trifluoromethoxyphenyl)-pyrimidin-2-ylamino]-N-[2-methyl-5-(4-methyl-piperazin-1-ylmethyl)-phenyl]-benzamide FC=1C=C(C(=O)NC2=C(C=CC(=C2)CN2CCN(CC2)C)C)C=CC1NC1=NC=C(C(=N1)C1=CC=C(C=C1)OC(F)(F)F)OC